C(C)(C)(C)N1N=C(C=C1)C(=O)NCC(=O)NC=1SC=C(N1)C1=CC(=CC=C1)C#N 1-(tert-butyl)-N-(2-((4-(3-cyanophenyl)thiazol-2-yl)amino)-2-oxoethyl)-1H-pyrazole-3-carboxamide